1-benzyl-4-(isobutylsulfonyl)-4-methylpiperidine C(C1=CC=CC=C1)N1CCC(CC1)(C)S(=O)(=O)CC(C)C